8-(3-cyclopropoxyazetidin-1-yl)-N-(1-(cyclopropylsulfonyl)piperidin-4-yl)-6-methylpyrido[3,4-d]pyrimidin-2-amine C1(CC1)OC1CN(C1)C1=NC(=CC2=C1N=C(N=C2)NC2CCN(CC2)S(=O)(=O)C2CC2)C